2-bromo-3,3-dimethylbutyric acid BrC(C(=O)O)C(C)(C)C